(S)-5-amino-4-(5-(1-(1-methyl-1H-imidazol-4-yl)-4-(pyrrolidin-1-ylmethyl)-1H-pyrrolo[2,3-b]pyridin-6-yl)-1-oxo-isoindol-2-yl)-5-oxopentanoic acid tert-butyl ester C(C)(C)(C)OC(CC[C@@H](C(=O)N)N1C(C2=CC=C(C=C2C1)C1=CC(=C2C(=N1)N(C=C2)C=2N=CN(C2)C)CN2CCCC2)=O)=O